ClCCCC(C(=O)[O-])(C)C 5-chloro-2,2-dimethylpentanoate